O=C1NC(C(=C(N1)[O-])[C@@H]1O[C@@H]([C@H]([C@@H]([C@H]1O)O)O)CO)=O.[Na+] sodium 2,6-dioxo-5-[(2S,3R,4R,5S,6R)-3,4,5-trihydroxy-6-(hydroxymethyl)tetrahydro-2H-pyran-2-yl]-1,2,3,6-tetrahydropyrimidin-4-olate